ClC1=C(C=C(C=2N1C=CN2)C2=CC=C(C=C2)OC(F)(F)F)C#N 5-chloro-8-(4-(trifluoromethoxy)phenyl)imidazo[1,2-a]pyridine-6-carbonitrile